COC1=NC(=C(C2=C1N=C(S2)NC(C2=CC=CC=C2)=O)C2=CNOC=C2)[Sn](C)(C)C N-[4-methoxy-7-(oxazin-4-yl)-6-(trimethylstannyl)-[1,3]thiazolo[4,5-c]pyridin-2-yl]benzamide